2-methoxy-5-[[2-[(2S,5R)-5-methyl-2-phenyl-1-piperidyl]-2-oxo-acetyl]amino]pyridine-3-carboxamide COC1=NC=C(C=C1C(=O)N)NC(C(=O)N1[C@@H](CC[C@H](C1)C)C1=CC=CC=C1)=O